FC1(C[C@@H](N(C1)C(=O)C=1N=CSC1C=1C=NC(=CC1C(F)F)N[C@H](C(F)(F)F)C)C)F 4-((S)-4,4-difluoro-2-methylpyrrolidine-1-carbonyl)-5-(4-(difluoromethyl)-6-(((S)-1,1,1-trifluoropropan-2-yl)amino)pyridin-3-yl)thiazole